(cyclopropylmethoxy)pyrazolo[1,5-a]pyridine C1(CC1)COC1=NN2C(C=CC=C2)=C1